2,3-dihydro-1H-phenalene-1,3-dione C1(CC(C2=CC=CC3=CC=CC1=C23)=O)=O